5-chloro-2-(4,4-difluoroazepan-1-yl)-6-ethylnicotinic acid methyl ester COC(C1=C(N=C(C(=C1)Cl)CC)N1CCC(CCC1)(F)F)=O